C1(CC1)CC1=C(C(=NN1C=1OC=C(N1)C(=O)O)C1=CC(=CC=C1)C#CC=1SC(=CC1)C)CC1=CC(=C(C=C1)S(N)(=O)=O)F 2-(5-(cyclopropylmethyl)-4-(3-fluoro-4-sulfamoylbenzyl)-3-(3-((5-methylthiophen-2-yl)ethynyl)phenyl)-1H-pyrazol-1-yl)oxazole-4-carboxylic acid